5-Chloro-6-(4-(5-chlorobenzo[d]isoxazol-3-yl)piperazin-1-yl)nicotinic acid ClC=1C(=NC=C(C(=O)O)C1)N1CCN(CC1)C1=NOC2=C1C=C(C=C2)Cl